methyl 9-(5-((1-(3,3-difluoropropyl)azetidin-3-yl)methyl)-3-fluoropyridin-2-yl)-8-(4,4-dimethylcyclohexyl)-6,7-dihydro-5H-benzo[7]annulene-3-carboxylate FC(CCN1CC(C1)CC=1C=C(C(=NC1)C1=C(CCCC2=C1C=CC(=C2)C(=O)OC)C2CCC(CC2)(C)C)F)F